C(C)(C)(C)OC(N(C1=NN2C(C(=C(C=C2)Cl)I)=N1)C(=O)OC(C)(C)C)=O (tert-Butoxycarbonyl)(7-chloro-8-iodo-[1,2,4]triazolo[1,5-a]pyridin-2-yl)carbamic acid tert-butyl ester